methyl 2-methyl-2-(3-(4,4,5,5-tetramethyl-1,3,2-dioxaborolan-2-yl)phenyl)propionate CC(C(=O)OC)(C)C1=CC(=CC=C1)B1OC(C(O1)(C)C)(C)C